C12(C=CC(CC1)C2)C(=O)N norbornene-amide